C(C1=CC(=C(N)C(=C1)C)C)C1=CC(=C(N)C(=C1)C)C 4,4'-Methylenebis(2,6-dimethylaniline)